CC1(N(C(C2=CC=C(C=C12)NC1=NC=C(C(=O)O)C(=C1)N[C@H](CO)C1=CC=CC=C1)=O)CCC)C (S)-6-((3,3-dimethyl-1-oxo-2-propylisoindolin-5-yl)amino)-4-((2-hydroxy-1-phenylethyl)amino)nicotinic acid